N1(CCOCC1)C1=CC=C(C=C1)C1(NC(=NC=N1)N)N 4-(4-morpholinylphenyl)-1,3,5-triazine-2,4-diamine